5-(4-(pyrimidin-5-ylbut-1,3-diyn-1-yl)phenyl)-3-((2-((1S)-1-((tetrahydro-2H-pyran-2-yl)oxy)ethyl)-1H-imidazol-1-yl)methyl)isoxazole N1=CN=CC(=C1)C#CC#CC1=CC=C(C=C1)C1=CC(=NO1)CN1C(=NC=C1)[C@H](C)OC1OCCCC1